C1OCC12CN(C2)C2CCC(CC2)N2C(NC1=C2C=C(C(=C1)C=1C(=C(C=2N(C1)N=CN2)OC)C)C(C)C)=O 1-(4-(2-Oxa-6-azaspiro[3.3]heptan-6-yl)cyclohexyl)-6-isopropyl-5-(8-methoxy-7-methyl-[1,2,4]triazolo[1,5-a]pyridin-6-yl)-1,3-dihydro-2H-benzo[d]imidazol-2-on